2-((3R,5R)-5-ethyl-1-(imidazo[4,5-d]pyrrolo[2,3-b]pyridin-1(6H)-yl)pyrrolidin-3-yl)acetonitrile C(C)[C@@H]1C[C@@H](CN1N1C=NC=2C1=C1C(=NC2)NC=C1)CC#N